C1=C(C=CC2=CC=CC=C12)N1C=NC2=C1C=CC=C2CN2CCOCC2 4-((1-(naphthalen-2-yl)-1H-benzimidazol-4-yl)methyl)morpholine